fluorenylmethoxycarbonyl-glutamic acid-1-tert-butyl ester C(C)(C)(C)OC([C@@H](NC(=O)OCC1=CC=CC=2C3=CC=CC=C3CC12)CCC(=O)O)=O